1'-(5-(6-isopropyl-2-methoxypyridin-3-yl)imidazo[2,1-b][1,3,4]thiadiazol-2-yl)-[1,3'-biazetidin]-3-ol C(C)(C)C1=CC=C(C(=N1)OC)C1=CN=C2SC(=NN21)N2CC(C2)N2CC(C2)O